C(C)(C)(C)OC(=O)N1CC(CC1)OC1=CC(=C(C=C1)N)C(N)=O 3-(4-amino-3-carbamoyl-phenoxy)-pyrrolidine-1-carboxylic acid tert-butyl ester